4-isopropyl-toluene C(C)(C)C1=CC=C(C)C=C1